C(CCCCC)N(C=O)CCCCCC Dihexyl-formamide